N-(1-(5-(3-cyano-6-ethoxypyrazolo[1,5-a]pyridin-4-yl)pyridin-2-yl)-4-((4-ethylpiperazin-1-yl)methyl)piperidin-4-yl)-5-fluoro-2-methylbenzamide C(#N)C=1C=NN2C1C(=CC(=C2)OCC)C=2C=CC(=NC2)N2CCC(CC2)(CN2CCN(CC2)CC)NC(C2=C(C=CC(=C2)F)C)=O